NCC1=C(C=CC=C1)N1N=C(C=C1)N(CC)CC 1-(2-(aminomethyl)phenyl)-N,N-diethyl-1H-pyrazol-3-amine